ClC=1C=CC=2C[C@]3(C[C@H](CC3)NS(=O)(=O)C)C=3OC=C(COC4=C(C=C(C=C4C1C2)F)F)N3 N-[(1'S,14R)-19-chloro-4,6-difluoro-spiro[8,12-dioxa-21-azatetracyclo[14.3.1.110,13.02,7]henicosa-1(19),2,4,6,10,13(21),16(20),17-octaene-14,3'-cyclopentane]-1'-yl]methanesulfonamide